8-chloro-6-(4,6-dimethyl-5-nitro-3-pyridinyl)-7-fluoro-isoquinolin-3-amine ClC=1C(=C(C=C2C=C(N=CC12)N)C=1C=NC(=C(C1C)[N+](=O)[O-])C)F